ICCOCCOCCS(=O)(=O)C1=C2CN(C(C2=CC=C1)=O)C1CNCCC1 3-(4-(2-(2-(2-iodoethoxy)ethoxy)ethylsulfonyl)-1-oxoisoindolin-2-yl)piperidine